O[C@@H](C(=O)O)C(C)C (2R)-2-hydroxy-3-methyl-butyric acid